N1=C(C=CC=C1)CCNS(=O)(=O)C=1C=C(C=CC1C(F)(F)F)NC(OC(C)(C)C)=O tert-butyl N-[3-[2-(2-pyridyl)ethylsulfamoyl]-4-(trifluoromethyl)phenyl]carbamate